COC[C@H](NC(=O)C1=CN=C(S1)C)C(=O)N[C@@H](COC)C(=O)N[C@H](C(=O)[C@@]1(OC1)C)CC1=CC=CC=C1 O-methyl-N-(2-methyl-1,3-thiazol-5-carbonyl)-L-seryl-O-methyl-N-{(2S)-1-[(2R)-2-methyloxiran-2-yl]-1-oxo-3-phenylpropan-2-yl}-L-serinamide